COC1=C(C=CC=C1C1=NC=CC=N1)NC(OC(C)(C)C)=O t-butyl (2-methoxy-3-(pyrimidin-2-yl)phenyl)carbamate